COC1=C(NC2=NN3C(N=CC=C3NC)=C2C(=O)[O-])C=CC=C1 2-methoxyanilino-7-(methylamino)pyrazolo[1,5-a]pyrimidine-3-carboxylate